FC=1C(=NC(=NC1)NC=1N=NC(=CC1)C1CCN(CC1)C)C1=C(C=2C(N(C=C(C2S1)C(C)C)C)=O)C 2-(5-Fluoro-2-((6-(1-methylpiperidin-4-yl)pyridazin-3-yl)amino)pyrimidin-4-yl)-7-isopropyl-3,5-dimethylthieno[3,2-c]pyridin-4(5H)-one